ClC=1C(=C(C#N)C=CN1)[N+](=O)[O-] 2-chloro-3-nitroisonicotinnitrile